C(C)(C)C1N2C(C3=CC(=C(C=C3C1)C=1SC=CN1)OC)=CC(C(=C2)C(=O)O)=O 6-isopropyl-10-methoxy-2-oxo-9-(thiazol-2-yl)-6,7-dihydro-2H-pyrido[2,1-a]isoquinoline-3-carboxylic acid